FC1(N=C2C=CC=CC2=C1)C(C(CC)=O)=O 1-(2-fluoroindol-2-yl)butane-1,2-dione